7,7,7-trifluoro-3-hydroxy-3-methylheptanoic acid FC(CCCC(CC(=O)O)(C)O)(F)F